NC1=CC2=NC3=CC=C(C=C3OC2=CC1=O)N(CC)CC 2-amino-7-(diethylamino)-3H-phenoxazin-3-one